dicarboxyl-propanetriamine C(=O)(O)C(C(N)(N)N)(C)C(=O)O